C1(CC1)C1=NC=NC(=C1C1=NC(=C2N(C=NC2=N1)C1OCCCC1)OCC1=CC=C(C=C1)N1N=C(C=C1OC)C(F)(F)F)OC 2-(4-cyclopropyl-6-methoxy-pyrimidin-5-yl)-6-[[4-[5-methoxy-3-(trifluoromethyl)pyrazol-1-yl]phenyl]methoxy]-7-tetrahydropyran-2-yl-purine